((1R,4R,7R)-7-amino-2-azabicyclo[2.2.1]heptan-2-yl)(2-(8-(cyclopropylmethyl)-1,8-dihydropyrrolo[3,2-g]indazol-7-yl)-7-fluoro-1-methyl-1H-benzo[d]imidazol-5-yl)methanone N[C@H]1[C@@H]2N(C[C@H]1CC2)C(=O)C2=CC1=C(N(C(=N1)C1=CC3=CC=C4C=NNC4=C3N1CC1CC1)C)C(=C2)F